O(C1=CC=CC=C1)C1=CC=C(C=C1)C1=CC(=CC=2CNS(OC21)(=O)=O)OC 8-(4-Phenoxyphenyl)-6-methoxy-3,4-dihydrobenzo[e][1,2,3]oxathiazine 2,2-dioxide